1-(4-(3-((4-amino-5-(3-methoxy-4-(6-methylpyridin-2-yloxy)phenyl)-7-methyl-7H-pyrrolo[2,3-d]pyrimidin-6-yl)ethynyl)-3-methylazetidin-1-yl)piperidin-1-yl)prop-2-en-1-one formate C(=O)O.NC=1C2=C(N=CN1)N(C(=C2C2=CC(=C(C=C2)OC2=NC(=CC=C2)C)OC)C#CC2(CN(C2)C2CCN(CC2)C(C=C)=O)C)C